4-[4-(4-chloro-2-fluoro-phenyl)-6,7-dimethyl-pteridin-2-yl]-2-(1-cyclopropylpyrazol-4-yl)thiazinane 1,1-dioxide ClC1=CC(=C(C=C1)C1=NC(=NC2=NC(=C(N=C12)C)C)C1CN(S(CC1)(=O)=O)C=1C=NN(C1)C1CC1)F